N1(CCCCC1)C1CCN(CC1)C(=O)Cl (1,4'-bipiperidine)-1'-carbonyl chloride